C(CCCCCCC)(=O)OC(C(CCO[C@@H]1[C@H](O)[C@@H](O)[C@@H](O)[C@H](O1)CO)O)CCCCCCCCCCCCCC 1-(α-D-galactopyranosyloxy)-3-hydroxy-octadecan-4-yl octanoate